(S)-N-(4-Chlorobenzyl)-6-((1-((4-(dimethylamino)-3-hydroxy-2-methylbutan-2-yl)sulfonyl)cyclopropyl)methyl)-1-methyl-7-oxo-4,5,6,7-tetrahydro-1H-pyrazolo[3,4-c]pyridine-3-carboxamide ClC1=CC=C(CNC(=O)C2=NN(C=3C(N(CCC32)CC3(CC3)S(=O)(=O)C(C)([C@H](CN(C)C)O)C)=O)C)C=C1